2,3,3-trimethyl-3H-indol-5-ol CC1=NC2=CC=C(C=C2C1(C)C)O